Cl.NC1=C(C=C(N=N1)C1=C(C=CC=C1)O)N1CCN(C2(CCC2)C1)C1=CC(=CC=C1)OC1CCNCC1 2-(6-amino-5-(5-(3-(piperidin-4-yloxy)phenyl)-5,8-diazaspiro[3.5]nonan-8-yl)pyridazin-3-yl)phenol hydrochloride